OCC1C(OCC1)=O hydroxymethyltetrahydrofuran-2-one